FC1=CC=C2C(=C1)OC(C1=C2NC2=C(C=C(C=C12)F)F)C(=O)NN 3,8,10-trifluoro-6H,11H-chromeno[4,3-b]indole-6-carbohydrazide